ClC=1C=C(C=C(C1)NS(=O)(=O)C)C=1N(C(=CC1C(=O)N)C1=NC=C(C=C1OC)F)C (3-chloro-5-methanesulfonamidophenyl)-5-(5-fluoro-3-methoxypyridin-2-yl)-1-methylpyrrole-3-carboxamide